1-(1-(3,5-Bis(benzyloxy)phenyl)ethyl)-1H-pyrrole C(C1=CC=CC=C1)OC=1C=C(C=C(C1)OCC1=CC=CC=C1)C(C)N1C=CC=C1